O1C=NC(C12CC1=CC=CC=C1C2)=O spiro[indane-2,5'-oxazole]-4'-one